CNS(=O)C1=CC=C(C=C1)OC(F)(F)F N-methyl-4-(trifluoromethoxy)benzenesulfinamide